OC(C(CO)CO)O 2-dihydroxymethyl-1,3-propylene glycol